N-(2-chloro-4-fluorobenzyl)-8-oxo-5,6,7,8-tetrahydroquinoline-5-carboxamide ClC1=C(CNC(=O)C2C=3C=CC=NC3C(CC2)=O)C=CC(=C1)F